C(CCCCCCCC(=O)[O-])(=O)OCCCCCCCCCCCCCCCCCCCCCC behenyl nonanedioate